(3S)-3-(2-((3-(4-(1-(3-aminopropyl)-2-methyl-1H-pyrazol-2-ium-4-yl) phenyl)-1-carboxypropoxy) imino)-2-(2-aminothiazol-4-yl) acetamido)-2,2-dimethyl-4-oxoazetidin-1-yl sulfate S(=O)(=O)(ON1C([C@@H](C1=O)NC(C(C=1N=C(SC1)N)=NOC(CCC1=CC=C(C=C1)C=1C=[N+](N(C1)CCCN)C)C(=O)O)=O)(C)C)[O-]